Lithium fluorosulfat S(=O)(=O)([O-])F.[Li+]